ClC1=CC=C(CN2CCN(C3=CC=CC=C23)C(CCN2CCN(CC2)C)=O)C=C1 1-(4-(4-chlorobenzyl)-3,4-dihydroquinoxaline-1(2H)-yl)-3-(4-methylpiperazin-1-yl)propan-1-one